C(CCC)C1OC(=O)C2=CC=CC=C12 Z-butylphthalide